C1=NC=CC2=C(C=CC=C12)NCOC(=O)N1C2CC(C1)C2 ((isoquinolin-5-ylamino)methyl)-2-azabicyclo[2.1.1]hexane-2-carboxylate